COC=1C=C2C(=CC=NC2=CC1OC)OC1=C(C=C(C=N1)NC(CC(=O)NC1=CC(=CC=C1)C(F)(F)F)=O)Cl N-(6-{[6,7-bis(methyloxy)quinolin-4-yl]oxy}-5-chloropyridin-3-yl)-N'-[3-(trifluoromethyl)phenyl]propanediamide